FC1=C(C=CC=C1)[C@@H](C)NCC1=CC=C(C=N1)C=1C=NC(=CC1)N1CCOCC1 (R)-1-(2-fluorophenyl)-N-((6'-morpholinyl-[3,3'-bipyridyl]-6-yl)methyl)ethylamine